Dioctyltin diacetate C(C)(=O)[O-].C(C)(=O)[O-].C(CCCCCCC)[Sn+2]CCCCCCCC